(5S,8R,9S,10R,13S,14S,17S)-10,13-dimethyl-3-oxo-4,5,6,7,8,9,10,11,12,13,14,15,16,17-tetradecahydro-3H-cyclopenta[a]phenanthren-17-yl acetate C(C)(=O)O[C@H]1CC[C@H]2[C@@H]3CC[C@H]4CC(C=C[C@@]4([C@H]3CC[C@]12C)C)=O